perfluoro-3-methyl-hexanoic acid FC(C(=O)O)(C(C(C(C(F)(F)F)(F)F)(F)F)(C(F)(F)F)F)F